3-methyl-5-pentyl-2-cyclohexen-1-ol CC1=CC(CC(C1)CCCCC)O